ClC=1C(=NC(=NC1)NC1=C(C=C2CCN(CC2=C1)C(C)C)OC)N1CC(C2=CC=CC=C12)(C)CC(=O)O 2-(1-(5-Chloro-2-((2-isopropyl-6-methoxy-1,2,3,4-tetrahydroisoquinolin-7-yl)amino)pyrimidin-4-yl)-3-methylindolin-3-yl)acetic acid